(Z)-5-(hex-2,4-diyne-1-ylidene)furan-2(5H)-one C(/C#CC#CC)=C/1\C=CC(O1)=O